COC(C1=C(C(=C(C=C1)S(=O)(=O)C)SC1CC1)Cl)=O 2-Chloro-3-cyclopropylsulfanyl-4-methylsulfonyl-benzoic acid methyl ester